2-(5-(3-chlorophenyl)furan-2-yl)-4-(3-phenoxybenzal)oxazol-5(4H)-one ClC=1C=C(C=CC1)C1=CC=C(O1)C=1OC(C(N1)=CC1=CC(=CC=C1)OC1=CC=CC=C1)=O